The molecule is a glycophytoceramide having a 4-O-(cyclobutylmethyl)-alpha-D-galactosyl residue at the O-1 position and a hexacosanoyl group attached to the nitrogen. One of a series of an extensive set of 4"-O-alkylated alpha-GalCer analogues evaluated (PMID:30556652) as invariant natural killer T-cell (iNKT) antigens. It derives from an alpha-D-galactose. CCCCCCCCCCCCCCCCCCCCCCCCCC(=O)N[C@@H](CO[C@@H]1[C@@H]([C@H]([C@H]([C@H](O1)CO)OCC2CCC2)O)O)[C@@H]([C@@H](CCCCCCCCCCCCCC)O)O